C1(C#CCCCCC1)OCCOCC 2-(2-(cycloocta-2-yn-1-yloxy)ethoxy)ethan